4-{[(3S)-3-methylpiperidin-1-yl]methyl}-N-{3-[(1s,3s)-3-(cyanomethyl)-1-(4-methyl-1,2,4-triazol-3-yl)cyclobutyl]phenyl}thieno[2,3-b]pyridine-6-carboxamide C[C@@H]1CN(CCC1)CC1=C2C(=NC(=C1)C(=O)NC1=CC(=CC=C1)C1(CC(C1)CC#N)C1=NN=CN1C)SC=C2